CN1C(CC(CC1(C)C)OC(C(=C)C)=O)(C)C 1,2,2,6,6-Pentamethyl-4-piperidinyl-methacrylate